Niobium trifluoride [F-].[F-].[F-].[Nb+3]